1'-(3-(N-(tert-butyl)sulfamoyl)benzoyl)-N-methylspiro[cyclohexane-1,3'-indoline]-5'-carboxamide C(C)(C)(C)NS(=O)(=O)C=1C=C(C(=O)N2CC3(C4=CC(=CC=C24)C(=O)NC)CCCCC3)C=CC1